NC=1C=C2N=C(C(=NC2=CC1)Cl)Cl 6-amino-2,3-dichloro-quinoxaline